C1(=CC=C(C=C1)N1C2=CC=CC=C2C=2C=C(C=CC12)Br)C1=CC=CC=C1 9-[(1,1'-biphenyl)-4-yl]-3-bromo-9H-carbazole